(2R,3R,4S)-2-(2-chloro-6-((1,2,3,4-tetrahydronaphthalen-2-yl)amino)-9H-purin-9-yl)tetrahydrothiophene-3,4-diol ClC1=NC(=C2N=CN(C2=N1)[C@@H]1SC[C@H]([C@H]1O)O)NC1CC2=CC=CC=C2CC1